C(C)(C)(C)OC(=O)NC1=C2C=NN(C2=CC=C1)C(CCS(=O)(=O)[O-])(C)C [2-[4-(tert-butoxycarbonylamino)indazol-1-yl]-2-methyl-propyl]methanesulfonate